4-(1-((3,4-difluorobenzyl)oxy)-2,3-dihydro-1H-inden-5-yl)-6-(4-fluorophenethyl)-2-isobutyl-5-(5-methyl-1,3,4-oxadiazol-2-yl)-1,4-dihydropyridine-3-carboxamide FC=1C=C(COC2CCC3=CC(=CC=C23)C2C(=C(NC(=C2C=2OC(=NN2)C)CCC2=CC=C(C=C2)F)CC(C)C)C(=O)N)C=CC1F